[N+](=O)([O-])C1=CC(=CC=C1)OC(F)(F)F 1-nitro-3-(trifluoromethoxy)benzene